CC=1C(=NC=C(C1)[2H])C(=O)N methylpyridineamide-5-d